N-(2-bromo-3-pyridyl)-3-[tert-butyl(diphenyl)silyl]oxy-N-[(4-ethoxyphenyl)methyl]cyclobutanecarboxamide BrC1=NC=CC=C1N(C(=O)C1CC(C1)O[Si](C1=CC=CC=C1)(C1=CC=CC=C1)C(C)(C)C)CC1=CC=C(C=C1)OCC